The molecule is a hepoxilin having (5Z,9E,14Z) double bond stereochemistry, a 10-hydroxy substituent and an (11S,12S)-epoxy group. It has a role as a human xenobiotic metabolite and an algal metabolite. It is a hepoxilin, an epoxy fatty acid, a long-chain fatty acid, a trienoic fatty acid and a hydroxy polyunsaturated fatty acid. It derives from an all-cis-icosa-5,8,14-trienoic acid. It is a conjugate acid of a hepoxilin B3(1-). CCCCC/C=C\\C[C@H]1[C@@H](O1)C(/C=C\\C/C=C\\CCCC(=O)O)O